gamma-(4-tert-butyl-benzyl)-proline C(C)(C)(C)C1=CC=C(CC2C[C@H](NC2)C(=O)O)C=C1